CN1N=C(C=2N=NN(C(C21)=O)CC#C)CCC 5-methyl-3-(prop-2-yn-1-yl)-7-propyl-3,5-dihydro-4H-pyrazolo[4,3-d][1,2,3]triazin-4-one